C(C=C)N1CN(CCC1)CC=C 1,3-diallyl-hexahydropyrimidine